F[C@@H]1CC=2C(=C3CCCC3=C(C2C1)N)F (s)-2,8-difluoro-1,2,3,5,6,7-hexahydro-s-indacen-4-amine